C(C)(=O)[C@]([C@H](C=O)O)(O)[C@@](O)([C@H](O)C(O)C(C)=O)C(C)=O 3,4,6-triacetyl-galactose